3-chloro-4-(4-methylpiperazin-1-yl)aniline ClC=1C=C(N)C=CC1N1CCN(CC1)C